3-methyl-4-(prop-1-yn-1-yl)pyridine CC=1C=NC=CC1C#CC